5-acetamido-2,4,6-triiodoisophthalate C(C)(=O)NC=1C(=C(C(=C(C(=O)[O-])C1I)I)C(=O)[O-])I